F[C@H]1C[C@H]2C[C@@H](C[C@@]1(N2)C)OC2=CC=C(N=N2)C2=C(C=C(C=C2)N2C=NC=C2)O 2-(6-(((1S,3S,5R,7S)-7-fluoro-1-methyl-8-azabicyclo[3.2.1]octan-3-yl)oxy)pyridazin-3-yl)-5-(1H-imidazol-1-yl)phenol